cyano-5-[[5-cyano-2,6-bis[(3-methoxypropyl)amino]-4-methylpyridin-3-yl]azo]-3-methyl-2-thiophenecarboxylic acid methyl ester COC(=O)C=1SC(=C(C1C)C#N)N=NC=1C(=NC(=C(C1C)C#N)NCCCOC)NCCCOC